ClC1=C(C=CC=2N=C(SC21)C)C2=NNC1=NC(=C(N=C12)C)N1CC2C(C2CC1)(C1=NOC(=C1)C)CN (3-(3-(7-chloro-2-methylbenzo[d]thiazol-6-yl)-5-methyl-1H-pyrazolo[3,4-b]pyrazin-6-yl)-7-(5-methylisoxazol-3-yl)-3-azabicyclo[4.1.0]heptan-7-yl)methanamine